(2-amino-3-(3-((6-(2-(4-methylthiazol-5-yl)ethoxy)pyridin-3-yl)methyl)isoxazol-5-yl)pyridin-1-ium-1-yl)methyl hydrogen phosphate P(=O)(OC[N+]1=C(C(=CC=C1)C1=CC(=NO1)CC=1C=NC(=CC1)OCCC1=C(N=CS1)C)N)(O)[O-]